caprolacton acrylate C(C=C)(=O)O.C1(CCCCCO1)=O